(RS)-2-{1-[(2E)-3-Chloroallyloxyimino]propyl}-3-hydroxy-5-perhydropyran-4-ylcyclohex-2-en-1-on Cl/C=C/CON=C(CC)C=1C(C[C@@H](CC1O)C1CCOCC1)=O |r|